[Si](C1=CC=CC=C1)(C1=CC=CC=C1)(C(C)(C)C)OCCS(=O)(=O)CC(CCCC(C(=O)NNC)(C)C=1C=C(C=CC1)CCC(C(=O)OC)C)(C)C Methyl 4-(3-(7-((2-((tert-butyldiphenylsilyl)oxy)ethyl)sulfonyl)-2,6,6-trimethyl-1-(2-methylhydrazineyl)-1-oxoheptan-2-yl)phenyl)-2-methylbutanoate